FC(C1=CC=C(C=C1)N1C(C2=CC=CC=C2C=C1)=O)(F)F 2-[4-(trifluoromethyl)phenyl]isoquinolin-1-one